CN(CCCOC=1N=C(C2=C(N1)CN(CC2)C2=CC(=CC1=CC=CC=C21)O)N2CCN(CC2)C(C=C)=O)C 1-(4-(2-(3-(dimethylamino)propoxy)-7-(3-hydroxynaphthalen-1-yl)-5,6,7,8-tetrahydropyrido[3,4-d]pyrimidin-4-yl)piperazin-1-yl)prop-2-en-1-one